NC=1NC2=NC=C(N=C2C(N1)=O)CNC1=CC=C(C(=O)N[C@@H](CCC(=O)O)C(=O)O)C=C1 N-[4-[[(2-amino-1,4-dihydro-4-oxo-6-pteridinyl)methyl]amino]benzoyl]-L-glutamic acid